ClC=1C(N(N=CC1NC[C@@H]1COCCC1)C1=CC=C(C=C1)C1=NN(C=C1)C)=O (2R)-4-chloro-2-[4-[(1S)-1-methylpyrazol-3-yl]phenyl]-5-[[(3R)-tetrahydropyran-3-yl]methylamino]pyridazin-3-one